C(CCCCCC(C)C)C1=C(C(C(=O)O)=CC(=C1C(=O)O)C(=O)O)C(=O)O isononyl-pyromellitic acid